8-bromo-5-(bromomethyl)imidazo[1,2-a]pyridine BrC=1C=2N(C(=CC1)CBr)C=CN2